N-((1-(2,6-dioxopiperidin-3-yl)-2-oxo-1,2-dihydrobenzo[cd]indol-6-yl)methyl)-7-(piperidin-1-yl)heptylamide O=C1NC(CCC1N1C(C2=C3C(C(=CC=C13)C[N-]CCCCCCCN1CCCCC1)=CC=C2)=O)=O